FC=1C=CC2=C(NC(=N2)C=2C=C(C=CC2)NC2=CC=C(C=N2)C2=NC=CC=C2)C1 N-[3-(6-fluoro-1H-benzo[d]imidazol-2-yl)phenyl]-[2,3'-bipyridin]-6'-amine